C(C)C1=CC=C(OC2=CC=C(C(=O)N3CCC(CC3)C3=CC=C(N=N3)N)C=C2)C=C1 6-{1-[4-(4-ethylphenoxy)benzoyl]piperidin-4-yl}pyridazin-3-amine